4-[3-[(5-bromo-2-pyridinyl)oxy]cyclobutoxy]but-2-yn-1-ol BrC=1C=CC(=NC1)OC1CC(C1)OCC#CCO